5,6-difluoro-N-methyl-N-(4,8,9-trifluoro-6-oxo-1,4,5,6-tetrahydro-2H-pyrano[3,4-c]isoquinolin-1-yl)-1H-indole-2-carboxamide FC=1C=C2C=C(NC2=CC1F)C(=O)N(C1COC(C=2NC(C=3C=C(C(=CC3C21)F)F)=O)F)C